2-methyl-1-[2-[5-(p-tolyl)-1H-imidazol-2-yl]-1-piperidinyl]butan-1-one CC(C(=O)N1C(CCCC1)C=1NC(=CN1)C1=CC=C(C=C1)C)CC